CC1=C(C(=CC(=C1)C)C)N1C(N(C=C1)C1=C(C=C(C=C1C)C)C)=[Ru](=C1C=C(C2=CC=CC=C12)C1=CC=CC=C1)(Cl)Cl [1,3-bis(2,4,6-trimethylphenyl)imidazol-2-ylidene][3-phenyl-1H-indene-1-ylidene]ruthenium dichloride